pyridine-3-carboxylic acid methyl ester COC(=O)C=1C=NC=CC1